1-(2,3-Difluorobenzyl)-N-((S)-2-((S)-2,2-difluorocyclopropyl)-4-methyl-5-oxo-5,6,7,8-tetrahydro-4H-pyrazolo[1,5-a][1,3]diazepin-6-yl)-1H-1,2,4-triazol-3-carboxamid FC1=C(CN2N=C(N=C2)C(=O)N[C@@H]2C(N(C=3N(CC2)N=C(C3)[C@H]3C(C3)(F)F)C)=O)C=CC=C1F